C(C)(C)(C)OC(=O)N1CC(C1)N1N=CC(=C1)C1CN(CCO1)C=1N=C(C2=C(N1)C(N(C(=N2)C)C)=O)C2=C(C=C(C=C2)Cl)F 3-(4-(4-(4-(4-chloro-2-fluorophenyl)-6,7-dimethyl-8-oxo-7,8-dihydropyrimido[5,4-d]pyrimidin-2-yl)morpholin-2-yl)-1H-pyrazol-1-yl)azetidine-1-carboxylic acid tert-butyl ester